9-(2-(2-ethoxyethoxy)ethyl)-3,6-bis(4,4,5,5-tetramethyl-1,3,2-dioxaborolan-2-yl)-9H-carbazole C(C)OCCOCCN1C2=CC=C(C=C2C=2C=C(C=CC12)B1OC(C(O1)(C)C)(C)C)B1OC(C(O1)(C)C)(C)C